3,6,9,12-tetraoxotetradecanamide O=C(CC(=O)N)CCC(CCC(CCC(CC)=O)=O)=O